(1r,3S,5r)-2-(((3S)-1-((3-cyano-1-azetidinyl)sulfonyl)-3-piperidinyl)carbonyl)-N-(4-(trifluoromethyl)benzyl)-2-azabicyclo[3.1.0]hexane-3-carboxamide C(#N)C1CN(C1)S(=O)(=O)N1C[C@H](CCC1)C(=O)N1[C@@H]2C[C@@H]2C[C@H]1C(=O)NCC1=CC=C(C=C1)C(F)(F)F